3-(7-chloro-2-oxo-3-(pent-3-yl)-5-phenyl-2,3-dihydro-1H-benzo[e][1,4]diazepin-1-yl)propionic acid ClC1=CC2=C(N(C(C(N=C2C2=CC=CC=C2)C(CC)CC)=O)CCC(=O)O)C=C1